[C@H]12N(C[C@H](CC1)C2)CCC(=O)NC=2C=C(C(=NC2)C)NC(=O)C=2C=NN1C2SC(=C1)C=1C=NN(C1)CCOC N-(5-(3-((1S,4R)-2-azabicyclo[2.2.1]heptan-2-yl)propanamido)-2-methylpyridin-3-yl)-2-(1-(2-methoxyethyl)-1H-pyrazol-4-yl)pyrazolo[5,1-b]thiazole-7-carboxamide